3-(5-(((S)-1-((2-(1-Hydroxycyclobutyl)quinolin-6-yl)methyl)pyrrolidin-3-yl)-oxy)-1-oxoisoindolin-2-yl)piperidine-2,6-dione OC1(CCC1)C1=NC2=CC=C(C=C2C=C1)CN1C[C@H](CC1)OC=1C=C2CN(C(C2=CC1)=O)C1C(NC(CC1)=O)=O